1-(6-methylheptyl)nonyl 6-bromohexanoate BrCCCCCC(=O)OC(CCCCCCCC)CCCCCC(C)C